C(C)(C)(C)OC(=O)N[C@H](COC1=CC(=CC=C1)CCNC(=O)[C@]1([C@@H](CC[C@H](C1)C)C(C)C)O)C(=O)OC methyl N-(tert-butoxycarbonyl)-O-(3-(2-((1S,2S,5R)-1-hydroxy-2-isopropyl-5-methylcyclohexane-1-carboxamido)ethyl)phenyl)-D-serinate